2,6-Difluoro-3-(1-methyl-6-morpholino-1H-pyrazolo[3,4-d]pyrimidin-3-yl)-5-(trifluoromethyl)phenol FC1=C(C(=C(C=C1C1=NN(C2=NC(=NC=C21)N2CCOCC2)C)C(F)(F)F)F)O